1,3,5-tris(2,6-dimethylpyridin-4-yl)benzene CC1=NC(=CC(=C1)C1=CC(=CC(=C1)C1=CC(=NC(=C1)C)C)C1=CC(=NC(=C1)C)C)C